3-fluoro-4-[5-fluoro-1-(2-trimethylsilylethoxymethyl)pyrrolo[2,3-b]pyridin-4-yl]oxy-aniline FC=1C=C(N)C=CC1OC1=C2C(=NC=C1F)N(C=C2)COCC[Si](C)(C)C